C(C)OC(C1=CC(=C(C=C1)C#N)CCCO)=O 4-cyano-3-(3-hydroxypropyl)benzoic acid ethyl ester